3-iodopyrazolo[1,5-a]pyridine-5-carboxylic acid methyl ester COC(=O)C1=CC=2N(C=C1)N=CC2I